COCC1(C(N(C2=CC(=CC=C12)C(=O)[O-])C)=O)C 3-(methoxymethyl)-1,3-dimethyl-2-oxoindoline-6-carboxylate